N-(6-methoxy-3-propyl-1,2,3,4-tetrahydronaphthalen-1-yl)-2-oxo-6-(trifluoromethyl)-1,2-dihydropyridine-3-carboxamide COC=1C=C2CC(CC(C2=CC1)NC(=O)C=1C(NC(=CC1)C(F)(F)F)=O)CCC